BrCCCC1=CC=CC=C1 3-bromopropylbenzene